FC1=CC=C(C=C1)C=1OC=C(N1)B(O)O (2-(4-fluorophenyl)oxazol-4-yl)boronic acid